5-(3-(6-((7-chloro-1-methyl-1H-indazol-6-yl)methyl)-2-azaspiro[3.3]heptan-2-yl)propyl)-2-(tetrahydro-2H-pyran-2-yl)pyridazin-3(2H)-one ClC=1C(=CC=C2C=NN(C12)C)CC1CC2(CN(C2)CCCC2=CC(N(N=C2)C2OCCCC2)=O)C1